Tert-butyl-4-(4-(4-(4-methanesulfonylbutyl)piperidine-1-carbonyl)phenyl)piperazine-1-carboxylate C(C)(C)(C)OC(=O)N1CCN(CC1)C1=CC=C(C=C1)C(=O)N1CCC(CC1)CCCCS(=O)(=O)C